CC1(N2C(OC1)=C(C=N2)[S@@](=O)(N)=NC(NC2=C1C(=CC=3CCCC23)C[C@H]1C)=O)C (R)-3,3-dimethyl-N'-(((R)-2-methyl-2,4,5,6-tetrahydro-1H-cyclobuta[f]inden-3-yl)carbamoyl)-2,3-dihydropyrazolo[5,1-b]oxazole-7-sulfonimidamide